ClC1=CC=C(C(=N1)C(=O)N)O[C@H](C)C=1C=C(C=C2C(C(=C(OC12)C=1C=C2C=CC(NC2=CC1)=O)C)=O)C 6-Chloro-3-[(1R)-1-[3,6-dimethyl-4-oxo-2-(2-oxo-1H-quinolin-6-yl)chromen-8-yl]ethoxy]pyridine-2-carboxamide